3-(3-bromophenyl)fluoranthene BrC=1C=C(C=CC1)C=1C=CC=2C3=CC=CC=C3C3=CC=CC1C23